4-(4-methyl-1H-benzo[d]imidazol-5-yl)-N-(3-(trifluoromethyl)phenyl)pyrimidin-2-amine CC1=C(C=CC=2NC=NC21)C2=NC(=NC=C2)NC2=CC(=CC=C2)C(F)(F)F